NC[C@@H]1CN(C(O1)=O)C1=NC2=C(OCC(N2)=O)N=C1 (R)-6-(5-(aminomethyl)-2-oxooxazolidin-3-yl)-2H-pyrazino[2,3-b][1,4]oxazin-3(4H)-one